2-(2-(Cyclopropanesulfonamido)thiazol-4-yl)-2-(dimethylamino)-N-(2-fluoro-4-(6-(trifluoromethyl)pyrazin-2-yl)phenyl)acetamide C1(CC1)S(=O)(=O)NC=1SC=C(N1)C(C(=O)NC1=C(C=C(C=C1)C1=NC(=CN=C1)C(F)(F)F)F)N(C)C